3-methyl-4-((4-aminophenyl)diazanyl)-1-phenyl-1H-pyrazole-5(4H)-one CC1=NN(C(C1NNC1=CC=C(C=C1)N)=O)C1=CC=CC=C1